CN(C1(CCC2(CN(C(N2CC2(CCC2)O)=O)C=2C=NC(=NC2)C(F)(F)F)CC1)C1=CC=CC=C1)C cis-8-dimethylamino-1-[(1-hydroxy-cyclobutyl)-methyl]-8-phenyl-3-[2-(trifluoromethyl)-pyrimidin-5-yl]-1,3-diazaspiro[4.5]decan-2-one